Dimethyl-acetaldehyde CC(C=O)C